C(C)(=O)O[C@H]([C@@H](CNC(CC1=CC=C(C=C1)Cl)=O)OC(C)=O)[C@@H]1O[C@@](C[C@@H]([C@H]1NC(COC(C)=O)=O)OC(C)=O)(C(=O)OC)O (1R,2R)-1-((2R,3R,4S,6S)-4-acetoxy-3-(2-acetoxyacetamido)-6-hydroxy-6-(methoxycarbonyl)tetrahydro-2H-pyran-2-yl)-3-(2-(4-chlorophenyl)acetamido)propane-1,2-diyl diacetate